C(C)(C)(C)OC(=O)N1CCN(CC1)CC1=NC2=C(N1CC1=CN=CN1CC)C=C(C=C2)C(=O)OC Methyl 2-((4-(tert-butoxycarbonyl)piperazin-1-yl)methyl)-1-((1-ethyl-1H-imidazol-5-yl)methyl)-1H-benzo[d]imidazole-6-carboxylate